ethyl 4-hydroxy-6-(4-methoxyphenyl)-1-(2-morpholinylethyl)-2-oxo-1,2-dihydro-1,8-naphthyridine-3-carboxylate OC1=C(C(N(C2=NC=C(C=C12)C1=CC=C(C=C1)OC)CCN1CCOCC1)=O)C(=O)OCC